4-ethyl piperidine-1,4-dicarboxylate N1(CCC(CC1)C(=O)OCC)C(=O)[O-]